CNC1=NC=2N(C3=CC=CC=C13)C=NN2 N-methyl-[1,2,4]Triazolo[4,3-a]Quinazolin-5-amine